propyl 3-hydroxybutyrate OC(CC(=O)OCCC)C